ClC=1C=C(C=CC1)CC1(CCC2(C(CC3=CC=CC=C23)C[C@H](COCC2=CC=C(C=C2)OC)C)CC1)C(=O)O 4-[(3-chlorophenyl)methyl]-2'-{(2R)-3-[(4-methoxyphenyl)methoxy]-2-methylpropyl}-2',3'-dihydrospiro[cyclohexane-1,1'-indene]-4-carboxylic acid